(R)-5-((((3'-chloro-2'-(2-chloro-3-((2-fluoro-3-((3-(hydroxymethyl)azetidin-1-yl)methyl)phenyl)amino)phenyl)-6-methoxy-[2,4'-bipyridin]-5-yl)methyl)amino)methyl)pyrrolidin-2-one ClC=1C(=NC=CC1C1=NC(=C(C=C1)CNC[C@H]1CCC(N1)=O)OC)C1=C(C(=CC=C1)NC1=C(C(=CC=C1)CN1CC(C1)CO)F)Cl